O1C(CCCC1)O[C@@H](C)C=1N(C=CN1)CC1=NOC(=C1)C1=CC=C(C=C1)C#CC=1C=CC(=NC1)CNCC(=O)OC Methyl ((5-((4-(3-((2-((1S)-1-((tetrahydro-2H-pyran-2-yl)oxy)ethyl)-1H-imidazol-1-yl)methyl)isoxazol-5-yl)phenyl)ethynyl)pyridin-2-yl)methyl)glycinate